F[C@@H]1C2CC[C@@H](C[C@@H]1N(C=1N=CC(=NC1)C1=C(C=3N(C=C1)C=NN3)O)C)N2 7-(5-{[(2R,3S,5S)-2-fluoro-8-azabicyclo[3.2.1]octan-3-yl](methyl)amino}pyrazin-2-yl)-[1,2,4]triazolo[4,3-a]pyridin-8-ol